(R)-1-(7-chloro-8-fluoro-5-(methylamino)-2-(methylthio)pyrido[4,3-d]pyrimidin-4-yl)-3-methylpiperidin-3-ol ClC1=C(C=2N=C(N=C(C2C(=N1)NC)N1C[C@@](CCC1)(O)C)SC)F